ClC1=C(C=CC=C1)C=1C=CC(=NC1CC)N 5-(2-chlorophenyl)-6-ethylpyridin-2-amine